C(C)(C)(C)OC(=O)NCC(C(=O)[O-])(F)F.[Li+] lithium 3-((tert-butoxycarbonyl)amino)-2,2-difluoropropanoate